S(=O)(=O)(C1=CC=CC=2C(N(C)C)=CC=CC12)C(C(C(=O)O)N)N β-dansyl-L-α,β-diaminopropionic acid